ClC=1C=CC(=C(C1)C=1C=C(C=2OCCNC2N1)C=1C=C(C=NC1)NC(CCN(C1COC1)C)=O)F N-{5-[6-(5-chloro-2-fluorophenyl)-2H,3H,4H-pyrido[3,2-b][1,4]oxazin-8-yl]pyridin-3-yl}-3-[methyl(oxetan-3-yl)amino]propanamide